butyl 2-(2-chloro-8-methoxyquinazolin-4-yl)hydrazine-1-carboxylate ClC1=NC2=C(C=CC=C2C(=N1)NNC(=O)OCCCC)OC